Cl.S=C1NC(C2=C(N1)C=CN2)=O 2-thioxo-1,2,3,5-tetrahydro-4H-pyrrolo[3,2-d]pyrimidin-4-one hydrochloride